N-((2R,3S)-1-(4-methyl-pyridin-2-yl)-2-((((CIS)-4-phenylcyclohexyl)oxy)methyl)pyrrolidin-3-yl)methanesulfonamide CC1=CC(=NC=C1)N1[C@H]([C@H](CC1)NS(=O)(=O)C)CO[C@@H]1CC[C@@H](CC1)C1=CC=CC=C1